C(=CC)C1OCC2(CO1)COC(OC2)C=CC 3,9-di-propen-1-yl-2,4,8,10-tetraoxaspiro[5.5]undecane